C(C)(C)(C)OC(=O)N1CCC(=CC1)C=1C(=NC=CC1)OCC1=C(C=C(C=C1)Cl)F 2-((4-chloro-2-fluorobenzyl)oxy)-3',6'-dihydro-[3,4'-bipyridine]-1'(2'H)-carboxylic acid tert-butyl ester